2-chloro-7-methyl-9-(2-oxaspiro[3.3]hept-6-yl)-7,9-dihydro-8H-purin-8-one ClC1=NC=C2N(C(N(C2=N1)C1CC2(COC2)C1)=O)C